CON(C(=O)N1[C@H]([C@H](CC1)NS(=O)(=O)C)CC=1C(=C(C=CC1)C1=CC(=CC(=C1)F)F)F)C (2S,3S)-N-methoxy-N-methyl-3-((methylsulfonyl)amino)-2-((2,3',5'-trifluorobiphenyl-3-yl)methyl)pyrrolidine-1-carboxamide